OC=1C=C2N=C3C=CC=CC3=NC2=CC1O 7,8-Dihydroxyphenazin